trans-2-aminocyclopentanol N[C@H]1[C@@H](CCC1)O